N-(benzo[d]isoxazol-3-yl)-5-isopropyl-2-methoxybenzenesulfonamide O1N=C(C2=C1C=CC=C2)NS(=O)(=O)C2=C(C=CC(=C2)C(C)C)OC